FC1(CC(C(C1)CN1N=C(C(=C1C(=O)NC1=CC(=NC=C1)C(=O)N)C)C(C)(F)F)C(F)(F)F)F 4-(1-((4,4-difluoro-2-(trifluoromethyl)cyclopentyl)methyl)-3-(1,1-difluoroethyl)-4-methyl-1H-pyrazole-5-carboxamido)picolinamide